ClCC(=O)N1[C@@H](C=2NC3=CC=CC=C3C2C[C@@H]1C(=O)O)C1=CC=C(C=C1)C(=O)OC (1R,3R)-2-(2-chloroacetyl)-1-(4-(methoxycarbonyl)phenyl)-2,3,4,9-tetrahydro-1H-pyrido[3,4-b]indole-3-carboxylic acid